C(C)(=O)O[C@H]1C[C@H]2[C@H](C([C@H]3[C@@H]4CC[C@H]([C@@H](CCC(=O)OC)C)[C@]4(CC([C@@H]3[C@]2(CC1)C)=O)C)=O)CC methyl 3α-acetoxy-7,11-diketo-6α-ethyl-5β-cholan-24-oate